N[C@]1(C(N(C2=CC=CC=C12)C(C1=CC=CC=C1)(C1=CC=CC=C1)C1=CC=CC=C1)=O)C1=CC=CC2=CC=CC=C12 (R)-3-amino-3-(1-naphthyl)-1-triphenylmethylindol-2-one